5-(5-(4-(3,3-Difluoropiperidin-1-yl)cyclohexyl)-3-isopropyl-1H-indol-2-yl)-1,3-dimethylpyridin-2(1H)-on FC1(CN(CCC1)C1CCC(CC1)C=1C=C2C(=C(NC2=CC1)C=1C=C(C(N(C1)C)=O)C)C(C)C)F